CC1=C(C=2N(C=C1C=1N(C3=CC=C(C=C3C1C(C)C)C1CCNCC1)C(CN(C(OC(C)(C)C)=O)C)=O)N=CN2)C tert-butyl (2-(2-(7,8-dimethyl-[1,2,4]triazolo[1,5-a]pyridin-6-yl)-3-isopropyl-5-(piperidin-4-yl)-1H-indol-1-yl)-2-oxoethyl)(methyl)carbamate